C(C1=CC=CC=C1)[N+]1=CC=C(C=C1)OC1CC(C1)OCC1=CC=CC=C1 1-benzyl-4-((1r,3r)-3-(benzyloxy)cyclobutoxy)pyridin-1-ium